CC1=C(C=C2C=C(N=CC2=C1)C1(C(C1)C1=NC=CC=C1)C(=O)N)C1CCNCC1 (7-methyl-6-(piperidin-4-yl)isoquinolin-3-yl)-2-(pyridin-2-yl)cyclopropane-1-carboxamide